C(C1CO1)OCO[Si](OC)(OC)CCC glycidyloxy-propyl-trimethoxy-silane